O1C(C1)COC1=CC=C(C=C1)NS(=O)(=O)C N-(4-(oxiran-2-ylmethoxy)phenyl)methanesulfonamide